tert-butyl 4-[1-(3-benzyloxy-4-bromo-phenyl)-5-methyl-pyrazol-3-yl]piperazine-1-carboxylate C(C1=CC=CC=C1)OC=1C=C(C=CC1Br)N1N=C(C=C1C)N1CCN(CC1)C(=O)OC(C)(C)C